C=12C3=CC=CC=C3CCC\C=C\C[C@@H](C(NC1)=N2)N (E)-(S)-(16,18-Diaza-tricyclo[13.2.1.02,7]octadeca-1(17),2,4,6,11,15(18)-hexaen-14-yl)amine